FC=1C=C(C=CC1F)[C@H]1[C@@H](C1)N[C@@H]1CC[C@@H](CC1)N (cis)-N1-((1R,2S)-2-(3,4-difluorophenyl)cyclopropyl)cyclohexane-1,4-diamine